[Li].C1(CC1)[C@H]1[C@@H](N(C1)C)C(=O)O (2R,3R)-3-cyclopropyl-1-methylazetidine-2-carboxylic acid lithium